C(\C=C\C(=O)O)(=O)O.COC(CN(CCC[C@H](C(C)C)N1CC2(C1)CN(CC2)C=2N=CN=NC2OC2=C(C(=O)N(C(C)C)CC)C=C(C=C2)F)C)OC (R)-2-((5-(2-(6-((2,2-dimethoxyethyl)(methyl)amino)-2-methylhexan-3-yl)-2,6-diazaspiro[3.4]octan-6-yl)-1,2,4-triazin-6-yl)oxy)-N-ethyl-5-fluoro-N-isopropylbenzamide fumarate